C1=CC=CC=2C3=CC=CC=C3C(C12)COC(=O)NCCN(CC(=O)O)C(CCN(C1=NNC(C=C1)=O)C(=O)OC(C)(C)C)=O N-(2-((((9H-fluoren-9-yl)methoxy)carbonyl)amino)ethyl)-N-(3-((tert-butoxycarbonyl)(6-oxo-1,6-dihydropyridazin-3-yl)amino)propanoyl)glycine